The molecule is zwitterionic form of O-(3-O-D-galactosyl-N-acetyl-beta-D-galactosaminyl)-L-serine arising from transfer of a proton from the carboxy to the amino group; major species at pH 7.3. It is a tautomer of an O-(3-O-D-galactosyl-N-acetyl-beta-D-galactosaminyl)-L-serine. CC(=O)N[C@@H]1[C@H]([C@H]([C@H](O[C@H]1OC[C@@H](C(=O)[O-])[NH3+])CO)O)OC2[C@@H]([C@H]([C@H]([C@H](O2)CO)O)O)O